(S)-N5-(2,4-Dimethylpyridin-3-yl)-N3-methyl-1-(1-phenylethyl)-1H-pyrazole-3,5-dicarboxamide CC1=NC=CC(=C1NC(=O)C1=CC(=NN1[C@@H](C)C1=CC=CC=C1)C(=O)NC)C